1-(pyridin-3-yl)methylamine N1=CC(=CC=C1)CN